benzyl (4-(6-chloro-8-oxo-7,8-dihydropurin-9-yl)bicyclo[2.2.1]heptan-1-yl)carbamate ClC1=C2NC(N(C2=NC=N1)C12CCC(CC1)(C2)NC(OCC2=CC=CC=C2)=O)=O